N-(2,2,6,6-tetramethylpiperidin-4-yl)-1,2,4-triazine-3-carboxamide CC1(NC(CC(C1)NC(=O)C=1N=NC=CN1)(C)C)C